3-cyclopropyl-N-(2-fluoro-2-methylpropyl)-7-[(1-methyl-6-oxopyridazin-4-yl)amino]-7,8-dihydro-6H-cyclopenta[g]isoquinoline-5-sulfonamide C1(CC1)C=1N=CC=2C=C3C(=C(C2C1)S(=O)(=O)NCC(C)(C)F)CC(C3)NC=3C=NN(C(C3)=O)C